7-chloro-1-(5-fluoro-1,3-thiazol-2-yl)-4-oxo-1,4-dihydro-1,8-naphthyridine-3-carboxylic acid ethyl ester C(C)OC(=O)C1=CN(C2=NC(=CC=C2C1=O)Cl)C=1SC(=CN1)F